[Br-].ClC1=CC(=CC(=C1)C)C 4-chloro-2,6-dimethylbenzene bromide